tert-Butyl 2,2-dimethyl-4-[4-(6-sulfamoyl-2-pyridyl)butyl]pyrrolidine-1-carboxylate CC1(N(CC(C1)CCCCC1=NC(=CC=C1)S(N)(=O)=O)C(=O)OC(C)(C)C)C